pyrazolethioate N1N=C(C=C1)C([O-])=S